CC(C)N1CCC(CC1)NC1=C2CCCC2=NC=2C=C3OCOC3=CC12 N-[1-(propan-2-yl)piperidin-4-yl]-12,14-dioxa-2-azatetracyclo[7.7.0.03,7.011,15]hexadeca-1(9),2,7,10,15-pentaen-8-amine